ClC1=C(OC2CC3(CN(C3)C(=O)OC(C)(C)C)C2)C=CC(=C1)F tert-Butyl 6-(2-chloro-4-fluoro-phenoxy)-2-azaspiro[3.3]heptane-2-carboxylate